COC=1C=C2C(=NC=NC2=CC1OC)OC1=CC=C(C=C1)C(C(=O)NC1=CC(=CC(=C1)C(F)(F)F)OC)=O (4-((6,7-dimethoxyquinazolin-4-yl)oxy)phenyl)-N-(3-methoxy-5-(trifluoromethyl)phenyl)-2-oxoacetamide